difluorovinyl-carboxylic acid FC(=CC(=O)O)F